NC1=NC=C(C2=C1C=NN2COCC[Si](C)(C)C)NC(C(N2[C@H](CC[C@@H](C2)C)C=2C=CC1=C(N=C(S1)C1CCN(CC1)C)C2)=O)=O N-[4-amino-1-(2-trimethylsilylethoxymethyl)pyrazolo[4,3-c]pyridin-7-yl]-2-oxo-2-[(2R,5S)-5-methyl-2-[2-(1-methyl-4-piperidyl)-1,3-benzothiazol-5-yl]-1-piperidyl]acetamide